C1(=CC=C(C=C1)C(=O)OC(C(O)C(O)C(=O)O)=O)C O-p-toluoyl-tartaric acid